1-(tert-butylsulfonyl)diazomethane C(C)(C)(C)S(=O)(=O)C=[N+]=[N-]